cyanoacetyl-triethoxysilane C(#N)CC(=O)[Si](OCC)(OCC)OCC